C1(CC1)C1=NN(C(=C1C(F)(F)F)C(=O)NC1=CC(=NC=C1)C(=O)N)CC1CCOCC1 4-(3-cyclopropyl-1-((tetrahydro-2H-pyran-4-yl)methyl)-4-(trifluoromethyl)-1H-pyrazole-5-carboxamido)picolinamide